N-(7-{8-methyl-1H,2H,3H-pyrido[2,3-b][1,4]oxazin-7-yl}-5H,6H,7H,8H-pyrido[3,4-d]pyrimidin-2-yl)-5,6,7,8-tetrahydro-1,6-naphthyridin-3-amine CC1=C(C=NC=2OCCNC21)N2CC=1N=C(N=CC1CC2)NC=2C=NC=1CCNCC1C2